3-[5-[1-(2-bromoacetyl)-4-piperidyl]-3-methyl-2-oxo-benzimidazol-1-yl]piperidine-2,6-dione BrCC(=O)N1CCC(CC1)C1=CC2=C(N(C(N2C)=O)C2C(NC(CC2)=O)=O)C=C1